N(=C=O)C(C)(C)C=1C=C(CCCC(=O)Cl)C=CC1 3-(1-isocyanato-1-methylethyl)benzyl-propionyl chloride